2-(6-(4-((3S,4S)-1-Ethyl-3-fluoropiperidin-4-yl)phenyl)-4,7-dimethyl-2H-indazol-2-yl)((R)-6-fluoro-6,7-dihydro-5H-pyrrolo[1,2-c]imidazol-1-yl)-N-(thiazol-2-yl)acetamide C(C)N1C[C@H]([C@@H](CC1)C1=CC=C(C=C1)C=1C=C(C2=CN(N=C2C1C)C(C(=O)NC=1SC=CN1)C1=C2N(C=N1)C[C@@H](C2)F)C)F